tert-butyl (1R,5S)-3-[3-methyl-1-[4-(trifluoromethoxy) phenyl] pyrazol-4-yl]-3,8-diazabicyclo[3.2.1]octane-8-carboxylate CC1=NN(C=C1N1C[C@H]2CC[C@@H](C1)N2C(=O)OC(C)(C)C)C2=CC=C(C=C2)OC(F)(F)F